(trans)-Methyl 4-(2-chloro-3,4-difluorophenyl)-6-(4-(N-(2-hydroxyethyl)sulfamoyl)cyclohexyl)-2-(thiazol-2-yl)-1,4-dihydropyrimidine-5-carboxylate ClC1=C(C=CC(=C1F)F)C1N=C(NC(=C1C(=O)OC)[C@@H]1CC[C@H](CC1)S(NCCO)(=O)=O)C=1SC=CN1